Cl.Cl.N=1SN=C2C1C=CC(=C2)C2=CC1=C(O[C@@H](CN1)[C@@H](C1=CC=CC=C1)NCCC1=CC=C(C#N)C=C1)N=C2 4-(2-(((R)-((S)-7-(benzo[c][1,2,5]thiadiazol-5-yl)-2,3-dihydro-1H-pyrido[2,3-b][1,4]oxazin-3-yl)(phenyl)methyl)amino)ethyl)benzonitrile dihydrochloride